N1C=NC2=C1C=CC(=C2)S(=O)(=O)Cl 1H-benzo[d]imidazole-5-sulfonyl chloride